ClC1=NC=CC(=N1)N(S(=O)(=O)C)C1=C(C=C(C=C1C)\C=C\C#N)C (E)-N-(2-chloropyrimidin-4-yl)-N-(4-(2-cyanoethenyl)-2,6-dimethylphenyl)methanesulfonamide